C(C1=CC=CC=C1)OC([C@H](C(C)C)N1C[C@]2(CCN(C2)C(=O)OC(C)(C)C)CC1)=O tert-butyl (R)-7-((S)-1-(benzyloxy)-3-methyl-1-oxobutan-2-yl)-2,7-diazaspiro[4.4]nonane-2-carboxylate